2-fluorophenylacetic acid FC1=C(C=CC=C1)CC(=O)O